ethyl 1-(difluoromethyl)-5-phenyl-4-(trifluoromethyl)-1H-pyrazole-3-carboxylate FC(N1N=C(C(=C1C1=CC=CC=C1)C(F)(F)F)C(=O)OCC)F